(5-bromo-1-oxoisoindolin-2-yl)-3-methylpiperidine-2,6-dione BrC=1C=C2CN(C(C2=CC1)=O)N1C(C(CCC1=O)C)=O